(S)-3-((1-(7-bromo-4-formylquinolin-2-yl)pyrrolidin-2-yl)methoxy)propionic acid tert-butyl ester C(C)(C)(C)OC(CCOC[C@H]1N(CCC1)C1=NC2=CC(=CC=C2C(=C1)C=O)Br)=O